BrC1=NN(C(=C1)Br)C1(C[C@H](N(C1)C(=O)OCCCC)C(=O)OC)C(=O)OC butyl 2,4-dimethyl (2S)-4-(3,5-dibromopyrazol-1-yl)pyrrolidine-1,2,4-tricarboxylate